S1C=NCCC1 5,6-dihydro-4H-1,3-thiazine